2-[4-Fluoro-2-(piperidin-4-yl)-1,3-benzothiazol-6-yl]-6,8-dimethylimidazo[1,2-a]pyrazin FC1=CC(=CC2=C1N=C(S2)C2CCNCC2)C=2N=C1N(C=C(N=C1C)C)C2